2-amino-4-methylamino-6-(4-methoxybenzylamino)-1,3,5-triazine NC1=NC(=NC(=N1)NC)NCC1=CC=C(C=C1)OC